FC(C1=NC=CC=C1SC=1N=C2C(=NC1)NC(=N2)N2CC1C(C1CC2)CN2C(C1=CC=CC=C1C2=O)=O)(F)F 2-((3-(5-((2-(trifluoromethyl)pyridin-3-yl)thio)-1H-imidazo[4,5-b]pyrazin-2-yl)-3-azabicyclo[4.1.0]heptan-7-yl)methyl)isoindoline-1,3-dione